methyl (S)-3-(8-bromoquinoxalin-5-yl)-2-(2,6-difluoro-4-((4-(2-fluoro pyridin-4-yl)phenyl)sulfonamido)benzamido)propanoate BrC=1C=CC(=C2N=CC=NC12)C[C@@H](C(=O)OC)NC(C1=C(C=C(C=C1F)NS(=O)(=O)C1=CC=C(C=C1)C1=CC(=NC=C1)F)F)=O